C(C)N(CC)CCCCN(CCCCN(CC)CC)CCCCN(CC)CC tris[4-(N,N-diethylamino)-butyl]amine